C(C)OCCN1C=CC2=C1N=CN=C2OC2=CC=C(C=C2)NC(CC2=CC=C(C=C2)C(F)(F)F)=O N-(4-((7-(2-ethoxyethyl)-7H-pyrrolo[2,3-D]pyrimidin-4-yl)oxy)phenyl)-2-(4-(Trifluoromethyl)phenyl)acetamide